CC1(CN(C2=CC=CC=C12)S(=O)(=O)C=1C(C)=CC=CC1)CCC#N 3-(3-methyl-1-(o-toluenesulfonyl)indolin-3-yl)propionitrile